BrC1=CC2=C(OC(CN2C(C)C)C2=C(C=CC=C2F)Cl)C=C1F 6-bromo-2-(2-chloro-6-fluorophenyl)-7-fluoro-4-isopropyl-2H-benzo[b][1,4]Oxazin